C1(CC1)C1=CC=C(OC2CCC3(CN(C3)C(=O)C3CC(C3)(C)O)CC2)C=C1 (7-(4-Cyclopropylphenoxy)-2-azaspiro[3.5]nonan-2-yl)((1s,3s)-3-hydroxy-3-methylcyclobutyl)methanon